2-(8-Methoxy-1,1-dioxo-4-oxothiochroman-3-yl)-2-oxoacetic acid ethyl ester C(C)OC(C(=O)C1CS(C2=C(C=CC=C2C1=O)OC)(=O)=O)=O